[Si](C)(C)(C(C)(C)C)OC1C(N(CC1)C)C=1N=CN(C1)C1=C(C=C(C=N1)N)F 6-(4-(3-((tert-butyldimethylsilyl)oxy)-1-methylpyrrolidin-2-yl)-1H-imidazol-1-yl)-5-fluoropyridin-3-amine